ClC=1C=C(C(=O)OOC(C2=CC(=CC=C2)Cl)=O)C=CC1 bis(3-chlorobenzoyl) peroxide